tantalum zirconium iron [Fe].[Zr].[Ta]